ClC1=C(C=CC2=CC=C(C=C12)Cl)S(=O)(=O)NC1CCN(CC1)C 1,7-dichloro-N-(1-methyl-4-piperidyl)naphthalene-2-sulfonamide